3-(difluoromethoxy)-1,3a,4,7a-tetrahydropyrazolo[4,3-b]pyridin-5-one FC(OC1=NNC2C1NC(C=C2)=O)F